6-(2,6-dimethylpyridin-4-yl)-N-((R)-1-phenylethyl)-2,3,4,9-tetrahydro-1H-carbazole-1-amine CC1=NC(=CC(=C1)C=1C=C2C=3CCCC(C3NC2=CC1)N[C@H](C)C1=CC=CC=C1)C